C(C1=CC=CC=C1)OC(=O)N1CC(CC(C1)C1=NC(=NO1)C=1C(=CC2=C(NC([C@H](CS2)NC(=O)OC(C)(C)C)=O)C1)F)(F)F 5-[3-[(3R)-3-(tert-Butoxycarbonylamino)-8-fluoro-4-oxo-3,5-dihydro-2H-1,5-benzothiazepine-7-yl]-1,2,4-oxadiazol-5-yl]-3,3-difluoro-piperidine-1-carboxylic acid benzyl ester